FC(C(C(CC)=N[C@@H](C)C1=CC=CC=C1)(F)F)(F)F 1,1,1,2,2-Pentafluoro-N-[(1S)-1-phenylethyl]pentan-3-imine